ClC1=C(C=CC=C1)C1=CC(=CC(N1)=O)C1=C2C(=NC=C1)NC(=C2)C=2C=NC=CC2 6-(2-chlorophenyl)-4-[2-(3-pyridyl)-1H-pyrrolo[2,3-b]pyridin-4-yl]-1H-pyridin-2-one